(2S,3S)-3-((5-fluoro-2-(2-methoxy-7-methylquinoxalin-5-yl)benzo[d]thiazol-6-yl)oxy)butan-2-yl (2-(2-hydroxyethyl)pyrimidin-5-yl)carbamate OCCC1=NC=C(C=N1)NC(O[C@@H](C)[C@H](C)OC1=CC2=C(N=C(S2)C2=C3N=CC(=NC3=CC(=C2)C)OC)C=C1F)=O